(3R,4S)-3-({6-chloro-3-methyl-1H-pyrazolo[3,4-d]pyrimidin-4-yl}oxy)-4-fluoropyrrolidine hydrochloride Cl.ClC1=NC(=C2C(=N1)NN=C2C)O[C@@H]2CNC[C@@H]2F